CC1=CC=C(C=C1)S(=O)(=O)NC=1C=C(C=C2C=CC=NC12)C 4-methyl-N-(6-methyl-quinolin-8-yl)benzene-sulfonamide